C(CCCCCCCCCCCCCCCCCCCCCCCCCCCCC)N triacontyl-amine